trans-4-(3-(2-chloro-4-((dimethylamino)methyl)styryl)-1H-indazol-6-yl)pyrimidin-2-amine ClC1=C(/C=C/C2=NNC3=CC(=CC=C23)C2=NC(=NC=C2)N)C=CC(=C1)CN(C)C